2-methoxy-5-(2-((2R,5S)-5-methyl-2-(2-(1,4,4-trimethylpyrrolidin-3-yl)benzo[d]thiazol-5-yl)piperidin-1-yl)-2-oxoacetamido)nicotinamide COC1=C(C(=O)N)C=C(C=N1)NC(C(=O)N1[C@H](CC[C@@H](C1)C)C=1C=CC2=C(N=C(S2)C2CN(CC2(C)C)C)C1)=O